C(CC)NCCC1=CNC2=CC=CC=C12 propyl-tryptamine